cerium-manganese-magnesium-lanthanum [La].[Mg].[Mn].[Ce]